C(C)(C)N([SiH2]O[SiH3])C(C)C 1-diisopropylaminodisiloxane